5-iodo-7H-pyrrolo[2,3-d]Pyrimidine-4-amine IC1=CNC=2N=CN=C(C21)N